7-((1-(2-(4-(4-aminophenoxy)piperidin-1-yl)ethyl)piperidin-4-yl)methoxy)-5-fluoro-2-(((tetrahydro-2H-pyran-4-yl)thio)methyl)quinazolin-4(3H)-one NC1=CC=C(OC2CCN(CC2)CCN2CCC(CC2)COC2=CC(=C3C(NC(=NC3=C2)CSC2CCOCC2)=O)F)C=C1